Cl.C1=CC=CC=2C3=CC=CC=C3C(C12)COC(=O)N[C@H](C(=O)NN)CC1=CC=CC=C1 (S)-2-(2-(((9H-fluoren-9-yl)methoxy)carbonylamino)-3-phenylpropionyl)hydrazine hydrochloride